6-([1,1'-biphenyl]-4-yloxy)hexylacrylic acid C1(=CC=C(C=C1)OCCCCCCC(C(=O)O)=C)C1=CC=CC=C1